C(N)(OC1=C(C2=CC=C(C(=C2C(=C1)O)C#C[Si](C(C)C)(C(C)C)C(C)C)F)C(C)(C)C)=O tert-butyl(6-fluoro-4-hydroxy-5-((triisopropylsilyl) ethynyl) naphthalen-2-yl) carbamate